CC1=CC(C(=NN1C1=CC=CC=C1)C(=O)NC(C)C1=NC(=NO1)C)=O 6-methyl-N-(1-(3-methyl-1,2,4-oxadiazol-5-yl)ethyl)-4-oxo-1-phenyl-1,4-dihydropyridazine-3-carboxamide